The molecule is a serine derivative that is serine substituted at the oxygen atom by a phosphono group. It has a role as a human metabolite. It is a non-proteinogenic alpha-amino acid, a serine derivative and an O-phosphoamino acid. It is a conjugate acid of an O-phosphonatooxyserine(2-). C(C(C(=O)O)N)OP(=O)(O)O